CN1C(N(C=2N=C(N(C2C1=O)C)S(=O)(=O)CC=1C=C(C#N)C=CC1)C)=O 3-((1,3,7-trimethyl-2,6-dioxo-2,3,6,7-tetrahydro-1H-purin-8-ylsulfonyl)methyl)benzonitrile